Epoxylinoleic acid CCCCC/C=C\C/C=C\CCCCCCC(C(=O)C(=O)CCCCCC/C=C\C/C=C\CCCCC)C(=O)O